2-((6-(5-((((R)-1-cyclopentylethoxy)carbonyl)amino)-1-methyl-1H-pyrazol-4-yl)-2-methylpyridin-3-yl)carbamoyl)cyclohexane-1-carboxylic acid C1(CCCC1)[C@@H](C)OC(=O)NC1=C(C=NN1C)C1=CC=C(C(=N1)C)NC(=O)C1C(CCCC1)C(=O)O